C(#N)\C(\C)=C(/C)\NC=1C=NC(=CC1C)CC(C)C (E)-2-cyano-3-((6-isobutyl-4-methylpyridin-3-yl)amino)but-2-ene